N-((6-methylpyridin-3-yl)methyl)-4-(1-propionylindolin-5-yl)benzamide CC1=CC=C(C=N1)CNC(C1=CC=C(C=C1)C=1C=C2CCN(C2=CC1)C(CC)=O)=O